ClC=1C=C2C(NC(N3C2=C(C1C1=C(C=C(C=C1)F)F)SCCC3)=O)=O 10-chloro-11-(2,4-difluorophenyl)-3,4-dihydro-2H,6H-[1,4]thiazepino[2,3,4-ij]quinazoline-6,8(7H)-dione